ClC1=C(C=CC=C1)C1=NC2=C(CN(CC2)C2[C@@H]3C4=CC=CC=C4[C@H](C2)O3)N1 2-(2-chlorophenyl)-5-((1S,4S)-1,2,3,4-tetrahydro-1,4-epoxynaphthalen-2-yl)-4,5,6,7-tetrahydro-3H-imidazo[4,5-c]pyridine